tetrahydro-3,6'-bipyrazolo[1,5-a]pyridine N1CC(C2N1C=CC=C2)C=2C=CC=1N(C2)N=CC1